1-(5-(tert-butyl)isoxazol-3-yl)-3-(2-(pyrazolo[5,1-b]thiazole-7-carbonyl)-2-azaspiro[3.3]heptan-6-yl)urea C(C)(C)(C)C1=CC(=NO1)NC(=O)NC1CC2(CN(C2)C(=O)C=2C=NN3C2SC=C3)C1